N6-[(2R)-2-amino-2-phenylethyl]-1-methyl-N4-[(2S)-3-methylbutan-2-yl]-1H-pyrazolo[3,4-d]pyrimidine-4,6-diamine N[C@@H](CNC1=NC(=C2C(=N1)N(N=C2)C)N[C@@H](C)C(C)C)C2=CC=CC=C2